ClC1=NC=C2C(=N1)N(N=C2)[C@@H]2C[C@H](CC2)C(=O)OC |r| methyl rac-(1S,3S)-3-(6-chloro-1H-pyrazolo[3,4-d]pyrimidin-1-yl)cyclopentane-1-carboxylate